tert-butyl (2S,4R)-4-hydroxy-2-[4-[N-methyl-S-(4-nitrophenyl)sulfonimidoyl]piperidine-1-carbonyl]pyrrolidine-1-carboxylate O[C@@H]1C[C@H](N(C1)C(=O)OC(C)(C)C)C(=O)N1CCC(CC1)S(=O)(=NC)C1=CC=C(C=C1)[N+](=O)[O-]